6-ethyl-5-(3,5,7-trifluoroquinolin-8-yl)pyridin-2-amine C(C)C1=C(C=CC(=N1)N)C=1C(=CC(=C2C=C(C=NC12)F)F)F